N-methyl-3-(3-(piperidine-1-carbonyl)pyrazolo[1,5-a]pyridin-7-yl)benzamide CNC(C1=CC(=CC=C1)C1=CC=CC=2N1N=CC2C(=O)N2CCCCC2)=O